4-(2-(((R)-((S or R)-2-oxo-2,3-dihydro-1H-pyrido[2,3-b][1,4]thiazin-3-yl)(phenyl)methyl)amino)ethyl)benzonitrile O=C1NC2=C(S[C@H]1[C@@H](C1=CC=CC=C1)NCCC1=CC=C(C#N)C=C1)N=CC=C2 |o1:6|